C(C=C)(=O)OCCOC(=O)C1=C2C(C(=O)OC2=O)=CC=C1 acryloyloxyethoxycarbonylphthalic acid anhydride